CNC(=O)C1(CCNCC1)C N,4-dimethylpiperidine-4-carboxamide